(Z)-2-Ethoxy-N'-hydroxy-4-(6-((2-(1-methyl-naphthalen-2-yl)ethyl)amino)pyrimidin-4-yl)benzimidamide C(C)OC1=C(/C(/N)=N/O)C=CC(=C1)C1=NC=NC(=C1)NCCC1=C(C2=CC=CC=C2C=C1)C